6-chloro-N-(5-chloro-1-cyclopropyl-1H-pyrazol-4-yl)-7-(1-(oxetan-3-yl-3-d)piperidin-4-yl)quinazolin-2-amine ClC=1C=C2C=NC(=NC2=CC1C1CCN(CC1)C1(COC1)[2H])NC=1C=NN(C1Cl)C1CC1